CN1N=CC2=CC(=CC=C12)C1=CC=C(CN(C(=O)C2CCCCC2)C=2C=C(C=CC2)/C=C/C(=O)OC)C=C1 methyl (E)-3-(3-(N-(4-(1-methyl-1H-indazol-5-yl)benzyl)cyclohexanecarboxamido)phenyl)acrylate